L-2,2-dimethylpropionic acid CC(C(=O)O)(C)C